C(=C)P(OCCCCCCCCOP(OCCCCC)(=O)C=C)(OCCCCC)=O Octan-1,8-diyl dipentyl bis(vinylphosphonate)